C(C)OC(C[C@@H](C=1C=C(C=C(C1F)C)C1=C(C=C(C=C1C)F)C)NC([C@H](CC(C)C)N1C(C(=NC(=C1)Br)C)=O)=O)=O (S)-3-((S)-2-(5-bromo-3-methyl-2-oxopyrazin-1(2H)-yl)-4-methylpentanamido)-3-(4,4'-difluoro-2',5,6'-trimethyl-[1,1'-biphenyl]-3-yl)propionic acid ethyl ester